sodium 3-chloro-2-(hydroxymethyl)pyridine-4-thiolate ClC=1C(=NC=CC1[S-])CO.[Na+]